O=C1OC2(C3=CC=CC=C13)C1=CC=C(C=C1OC=1C=C(C=CC12)N1C(C=CC1=O)=O)N1C(C=CC1=O)=O 1,1'-[3'-oxospiro[9H-xanthene-9,1'(3'H)-isobenzofuran]-3,6-diyl]Bis(1H-pyrrole-2,5-dione)